C(C=C)(=O)N1CCO[C@H](C1)COC (2S,6R)-4-acryloyl-6-(methoxymethyl)morpholin